BrC1=C(C(=C(C#N)C(=C1)NC=1C(=NC=CC1)C(C)C)F)Cl 4-bromo-3-chloro-2-fluoro-6-((2-isopropylpyridin-3-yl)amino)benzonitrile